[2-(1-naphthoxy)ethyl]benzamide hydrochloride Cl.C1(=CC=CC2=CC=CC=C12)OCCC1=C(C(=O)N)C=CC=C1